ClC1=C2C(=CNC2=C(C=C1)NS(=O)(=O)C=1C=NN(C1)CC)C#N N-(4-Chloro-3-cyano-1H-indol-7-yl)-1-ethyl-pyrazol-4-sulfonamid